CC1N(CCC(C1)NC(CC(NC(=O)OCC1=CC=CC=C1)C1=CC=CC=C1)=O)CCC(=C=O)OC Methyl-4-(3-(((benzyloxy)carbonyl)amino)-N-phenylpropionylamino)-1-(3-methoxy-3-carbonylpropyl)piperidine